3-methyl-2-{[(3R,6R)-6-methyl-1-{[2-(1-methylethoxy)pyridin-3-yl]carbonyl}piperidin-3-yl]oxy}pyridine-4-carbonitrile CC=1C(=NC=CC1C#N)O[C@H]1CN([C@@H](CC1)C)C(=O)C=1C(=NC=CC1)OC(C)C